C(C)(C)(C)OC(=O)N1C(CCCC1)C=1NC(=C(N1)C1=CC=C(C=C1)C(NC1=NC=CC(=C1)C(F)(F)F)=O)C(=O)OCC 2-(5-(ethoxycarbonyl)-4-(4-((4-(trifluoromethyl)pyridin-2-yl)carbamoyl)Phenyl)-1H-imidazol-2-yl)piperidine-1-carboxylic acid tert-butyl ester